1-(6,7-dimethoxy-3-(4-propionylpiperazine-1-carbonyl)quinolin-4-yl)-4-methylpiperidine-4-carbonitrile COC=1C=C2C(=C(C=NC2=CC1OC)C(=O)N1CCN(CC1)C(CC)=O)N1CCC(CC1)(C#N)C